2-[(3-chlorobenzoyl)amino]-4-[2-phenoxyethyl-[4-(5,6,7,8-tetrahydro-1,8-naphthyridin-2-yl)butyl]amino]butanoic acid ClC=1C=C(C(=O)NC(C(=O)O)CCN(CCCCC2=NC=3NCCCC3C=C2)CCOC2=CC=CC=C2)C=CC1